Cl.N[C@H](C(=O)O)C=C (S)-2-aminobut-3-enoic acid hydrochloride